CNC(COCC1CN(CCCC1)C(=O)OC(C)(C)C)=O tert-butyl 3-((2-(methylamino)-2-oxoethoxy)methyl)azepane-1-carboxylate